O=C1C=2N(CCCC1C(=O)OCC)N=C1C2CN(CC1)C(=O)OC(C)(C)C 2-tert-Butyl 10-ethyl 11-oxo-1,3,4,7,8,9,10,11-octahydro-2H-pyrido[4',3':3,4]pyrazolo[1,5-a]-azepine-2,10-dicarboxylate